2,3-Dimethyl-7-ethoxy-8-hydroxy-9-phenyl-7,8,9,10-tetrahydro-imidazo-[1,2-h][1,7]naphthyridin CC=1N=C2N(C=CC=3C(C(C(NC23)C2=CC=CC=C2)O)OCC)C1C